tert-butyl 4-[[4-[3-(2,6-dioxo-3-piperidyl)-1-methyl-indazol-6-yl]-1-piperidyl]methyl]-4-fluoro-piperidine-1-carboxylate O=C1NC(CCC1C1=NN(C2=CC(=CC=C12)C1CCN(CC1)CC1(CCN(CC1)C(=O)OC(C)(C)C)F)C)=O